N-(4-fluoro-5-methyl-2-nitrobenzeneyl)-N-methylmethanesulfonamide FC1=CC(=C(C=C1C)N(S(=O)(=O)C)C)[N+](=O)[O-]